N-[3-[5-chloro-2-(4-morpholinoanilino)pyrimidin-4-yl]-1-methyl-indol-6-yl]prop-2-enamide ClC=1C(=NC(=NC1)NC1=CC=C(C=C1)N1CCOCC1)C1=CN(C2=CC(=CC=C12)NC(C=C)=O)C